C1(=CC=CC=C1)P(O)(O)C1=CC=CC=C1.C1(=CC=CC=C1)P(O)(O)C1=CC=CC=C1.C(C)(C)(C)C(C(C(O)C(C)(C)C)CC)O 1,3-di-tert-butyl-2-ethyl-1,3-propanediol bis(diphenylphosphonite)